CC(CC1=CC=CC=C1)(C)CO α,α-Dimethylphenylethylcarbinol